7-((2S,5R)-2,5-diethyl-4-(1-(4-fluoro-2-(trifluoromethyl)phenyl)ethyl)piperazin-1-yl)-4-(methyl-d3)-2,4-dihydro-5H-pyrazolo[4,3-b]pyridin-5-one C(C)[C@@H]1N(C[C@H](N(C1)C(C)C1=C(C=C(C=C1)F)C(F)(F)F)CC)C=1C=2C(N(C(C1)=O)C([2H])([2H])[2H])=CNN2